(difluoro(1-(methylsulfonyl)-1,2,3,6-tetrahydropyridin-4-yl)methoxy)-2-(isoindol-2-ylmethyl)-4H-pyran-4-one FC(OC1=C(OC=CC1=O)CN1C=C2C=CC=CC2=C1)(C=1CCN(CC1)S(=O)(=O)C)F